CC1(N(CC(C1)CCCNC1=CC(=NC=C1)S(N)(=O)=O)C(=O)OC(C)(C)C)C tert-Butyl 2,2-dimethyl-4-[3-[(2-sulfamoyl-4-pyridyl)amino]propyl]pyrrolidine-1-carboxylate